NC1=NN2C(C=C(C=C2)C=2C(=NC(=C(C(=O)NCC3=C(C=CC=C3)CN3CCOCC3)C2)OC)C)=N1 5-(2-amino-[1,2,4]triazolo[1,5-a]pyridin-7-yl)-2-methoxy-6-methyl-N-(2-(morpholinomethyl)benzyl)nicotinamide